CS(=O)(=O)C1=CC=C(C=C1)C1CCN(CC1)C1=C(C(N(C2=CC=CC=C12)C)=O)C#N 4-{4-[4-(methanesulfonyl)phenyl]piperidin-1-yl}-1-methyl-2-oxo-1,2-dihydroquinoline-3-carbonitrile